CC(=O)NC(=O)N N-carbamoylacetamide